methyl (R)-2-((1-(2-(4,4-dimethylpiperidin-1-yl)-7-methyl-4-oxo-4H-pyrido[1,2-a]pyrimidin-9-yl)ethyl)amino)-6-fluorobenzoate CC1(CCN(CC1)C=1N=C2N(C(C1)=O)C=C(C=C2[C@@H](C)NC2=C(C(=O)OC)C(=CC=C2)F)C)C